N1C[C@@H](OCC1)CO R-(morpholin-2-yl)methanol